BrC=1C=C2C(C(=[N+](C2=CC1)CCCC)\C=C\C1=C(\C(\CCC1)=C/C=C/1\N(C2=CC=C(C=C2C1(C)C)Br)CCCC)Cl)(C)C 5-bromo-2-[(E)-2-[(3Z)-3-[(2Z)-2-(5-bromo-1-butyl-3,3-dimethyl-indolin-2-ylidene)ethylidene]-2-chloro-cyclohexen-1-yl]vinyl]-1-butyl-3,3-dimethyl-indol-1-ium